4-[4-(dimethylamino)-1-(4-fluorophenyl)-1-hydroxybutyl]-3-hydroxyl-Toluonitrile hydrochloride Cl.CN(CCCC(O)(C1=CC=C(C=C1)F)C=1C(=C(C(=CC1)C)C#N)O)C